N1C(=CC=2C=NC=CC21)C(=O)N2CCC(CC2)C2=C(C=CC=C2)C(F)(F)F (1H-pyrrolo[3,2-c]pyridin-2-yl)(4-(2-(trifluoromethyl)phenyl)piperidin-1-yl)methanone